C1(CC(C(CC1)C(C)C)OC([O-])=O)C menthyl-carbonate